FC(C(=O)N1CC(C1)(C)NC1=C(C#N)C=CN=C1OC1=CC=C(C=C1)C(F)(F)F)=C 3-((1-(2-fluoroacryloyl)-3-methylazetidin-3-yl)amino)-2-(4-(trifluoromethyl)phenoxy)isonicotinonitrile